NCCCNCCCC(CN)C N5-(3-aminopropyl)-2-methylpentane-1,5-diamine